[C@H](C)(CC)OC1=NC=2N(C=C1C(=O)NC=1C(N(C=CC1)[C@@H]1[C@@H](C1)F)=O)C=C(N2)C21COC(C2)(C1)C 7-((S)-sec-Butoxy)-N-(1-((1S,2R)-2-fluorocyclopropyl)-2-oxo-1,2-dihydropyridin-3-yl)-2-(1-methyl-2-oxabicyclo[2.1.1]hex-4-yl)imidazo[1,2-a]pyrimidine-6-carboxamide